NCC=1C=NC(=NC1)C1=C(C=C(C#N)C=C1)OC1=NC(=NC(=C1)N1C=NCCC1)C 4-[5-(aminomethyl)pyrimidin-2-yl]-3-[6-(5,6-dihydro-4H-pyrimidin-1-yl)-2-methylpyrimidin-4-yl]oxybenzonitrile